diphenoxy-dimethoxysilane O(C1=CC=CC=C1)[Si](OC)(OC)OC1=CC=CC=C1